C(N)(O)=O.C(N)(O)=O.N[C@@H](CCCCN)C(=O)O.N[C@@H](CCCCN)C(=O)O dilysine dicarbamate